O=C1NC(CCC1C1=CC=C(C=C1)N1CCC(CC1)CN1CCC(CC1)C1=CC=C(C=C1)NC(=O)C1=NNC=2C[C@@]3([C@H](CC12)C3(F)F)C)=O (4aS,5aR)-N-(4-(1-((1-(4-(2,6-dioxopiperidin-3-yl)phenyl)piperidin-4-yl)methyl)piperidin-4-yl)phenyl)-5,5-difluoro-5a-methyl-1,4,4a,5,5a,6-hexahydrocyclopropa[f]indazole-3-carboxamide